(2S)-N-(4-chloro-3-methylphenyl)-N-methyl-2,3-dihydro-1H-indole-2-carboxamide hydrochloride Cl.ClC1=C(C=C(C=C1)N(C(=O)[C@H]1NC2=CC=CC=C2C1)C)C